C(CSCSCCC(=O)O)C(=O)O methylenebis(3-thiopropionic acid)